(3-ethoxy-3-oxopropyl)zinc (II) bromide [Br-].C(C)OC(CC[Zn+])=O